(6-bromo-4-(trifluoromethyl)-1H-pyrrolo[2,3-b]pyridin-1-yl)(phenyl)methanone BrC1=CC(=C2C(=N1)N(C=C2)C(=O)C2=CC=CC=C2)C(F)(F)F